C=1C(C=CC2=C3C=CC(C=C3C=CC12)=O)=O phenanthrene-2,7-dione